2'-(4-methyl-1H-imidazol-2-yl)-[3,4'-bipyridine]-5-sulfonamide trifluoroacetate salt FC(C(=O)O)(F)F.CC=1N=C(NC1)C1=NC=CC(=C1)C=1C=NC=C(C1)S(=O)(=O)N